undecylenyl-methoxydimethylsilane C(CCCCCCCCC=C)[Si](C)(C)OC